CC1=CC=CC(=N1)C1=NC=CC=C1 6-methyl-2,2-Bipyridine